N-cetyl trimethylenediamine hexaenoate C(C=CCCC)(=O)O.C(CCCCCCCCCCCCCCC)NCCCN